CN(C1=NC=2C(=N1)C1=CC=CC=C1C(C2C2=CC=C(C=C2)OC)=O)C 2-(dimethylamino)-4-(4-methoxyphenyl)-5H-naphtho[1,2-d]imidazol-5-one